BrC1=CC=C(C=C1)C=1N(C=C(N1)C(F)(F)F)C(CO)C 2-(2-(4-bromophenyl)-4-(trifluoromethyl)-1H-imidazol-1-yl)propan-1-ol